C(=O)C1CCN(CC1)C1=CC=C(N=N1)C(=O)NC1CCC(CC1)OC1=CC(=C(C=C1)C#N)Cl 6-(4-formylhexahydropyridin-1-yl)-N-[(1r,4r)-4-[(3-chloro-4-cyanophenyl)oxy]cyclohexyl]-1,2-diazine-3-carboxamide